CN(CCCC(=O)OCC(CCCCCC\C=C/C\C=C/CCCCCCCC(=O)[O-])CCCCCC\C=C/C\C=C/CCCCCCCC(=O)[O-])C (9Z,9'Z,12Z,12'Z)-2-(((4-(dimethylamino)butanoyl)oxy)methyl)propane-1,3-diylbis(octadeca-9,12-dienoate)